N[C@@H](C(=O)NC1=CC=C(C=C1)F)C1=CC=CC=C1 (R)-2-Amino-N-(4-fluorophenyl)-2-phenylacetamide